C1(OC(C2=C1C1=CC=CC=C1C=C2)=O)=O naphtho[1,2-C]furan-1,3-Dione